2-[6-amino-5-[8-[2-[3-(5,6,8,9-tetrahydroimidazo[1,2-d][1,4]diazepine-7-yl)prop-1-ynyl]-4-pyridinyl]-3,8-diazabicyclo[3.2.1]oct-3-yl]pyridazin-3-yl]phenol NC1=C(C=C(N=N1)C1=C(C=CC=C1)O)N1CC2CCC(C1)N2C2=CC(=NC=C2)C#CCN2CCN1C(CC2)=NC=C1